(S)-(1-(7,8-dichloro-4-(1H-imidazol-1-yl)quinolin-2-yl)pyrrolidin-2-yl)methylamine TFA salt OC(=O)C(F)(F)F.ClC1=CC=C2C(=CC(=NC2=C1Cl)N1[C@@H](CCC1)CN)N1C=NC=C1